isopropyl (tert-butoxycarbonyl)serinate C(C)(C)(C)OC(=O)N[C@@H](CO)C(=O)OC(C)C